C(C)(C)C1=CC(=C(C=C1)C1=CC=C(S1)C(=O)N1CCNCC1)OC (5-(4-isopropyl-2-methoxyphenyl)thiophen-2-yl)(piperazin-1-yl)methanone